NC1=NC(=C2C(=N1)N(N=C2)CC2=C(C=C(C=C2F)[N+](=O)[O-])F)C2=CC(=NC=C2)C#N 4-[6-amino-1-[(2,6-difluoro-4-nitro-phenyl)methyl]pyrazolo[3,4-d]pyrimidine-4-yl]pyridine-2-carbonitrile